Racemic-8-tert-Butyl-12,12-dimethyl-15-oxa-2λ6-thia-3,9,11,18,23-pentaazatetracyclo[17.3.1.111,14.05,10]tetracosa-1(22),5(10),6,8,19(23),20-hexaene-2,2,4-trione C(C)(C)(C)C=1C=CC=2C(NS(C3=CC=CC(NCCO[C@@H]4CC(N(C2N1)C4)(C)C)=N3)(=O)=O)=O |r|